(3-chloro-4-(4-(2-((3-hydroxycyclobutyl)methoxy)pyridin-4-yl)thiophen-2-yl)phenyl)(4-hydroxypiperidin-1-yl)methanone ClC=1C=C(C=CC1C=1SC=C(C1)C1=CC(=NC=C1)OCC1CC(C1)O)C(=O)N1CCC(CC1)O